C(C)N(C(O)=O)CC.C(C)N(C(O)=O)CC.OCC1=C(C=CC=C1)O 2-(hydroxymethyl)phenol bis(diethylcarbamate)